C=1N=CN2C1C1=CC=CC=C1[C@H]2[C@@H]2[C@H](C1(C2)CCOCC1)O (1R,2R)-2-((R)-5H-imidazo[5,1-a]isoindol-5-yl)-7-oxaspiro[3.5]nonan-1-ol